(R)-2-(4-(cyclobutanecarbonyl)-1-methyl-10-oxo-1,4,9-triazaspiro[5.6]dodecan-9-yl)acetic acid C1(CCC1)C(=O)N1CCN([C@@]2(C1)CCN(C(CC2)=O)CC(=O)O)C